ClC1=CC(=C(OCC[C@H](B2OC(C(O2)(C)C)(C)C)NC([C@@H](COC)NC(OC(C)(C)C)=O)=O)C=C1)C tert-butyl ((R)-1-(((S)-3-(4-chloro-2-methylphenoxy)-1-(4,4,5,5-tetramethyl-1,3,2-dioxaborolan-2-yl)propyl)amino)-3-methoxy-1-oxopropan-2-yl)carbamate